(R)-4-{2-[3-(2-(2,4-dimethyl-3-oxopiperazin-1-yl)ethoxy)phenyl]quinolin-6-yl}-6-methyl-1-tosyl-1H-pyrrolo[2,3-c]pyridin-7(6H)-one C[C@H]1N(CCN(C1=O)C)CCOC=1C=C(C=CC1)C1=NC2=CC=C(C=C2C=C1)C=1C2=C(C(N(C1)C)=O)N(C=C2)S(=O)(=O)C2=CC=C(C)C=C2